1,6-dimethyl-5H,10H-diimidazo[1,5-a:1',5'-d]pyrazine-5,10-dione CC=1N=CN2C(C=3N(C(C21)=O)C=NC3C)=O